FC1=C(C(=CC=C1)F)[C@@H]1CC(=NO1)C=1N=C(SC1)C1CCN(CC1)C(CN1N=C(C=C1C)C(F)(F)F)=O |r| 1-(4-{4-[(SR)-5-(2,6-difluorophenyl)-4,5-dihydro-1,2-oxazol-3-yl]-1,3-thiazol-2-yl}piperidine-1-yl)-2-[5-methyl-3-(trifluoromethyl)-1H-pyrazol-1-yl]ethanone